C1(CC1)C([C@@H](C(=O)NC1=NC(=C(C=C1)C=1C(=NN(C1C)COCC[Si](C)(C)C)C)F)NC(=O)C=1C(=NOC1)CC)C1CC1 N-[(1S)-1-(dicyclopropylmethyl)-2-[[5-[3,5-dimethyl-1-(2-trimethylsilylethoxymethyl)pyrazol-4-yl]-6-fluoro-2-pyridyl]amino]-2-oxo-ethyl]-3-ethyl-isoxazole-4-carboxamide